2,2-dimethyl-1-phenylbutane-1,3-dione CC(C(=O)C1=CC=CC=C1)(C(C)=O)C